COC1=C(C(=O)NC=2N=C(N(C2)C)C(=O)OC)C=CC(=C1)C1=NC(=CN=C1)C=1SC=C(C1)NC(CCCC)=O methyl 4-(2-methoxy-4-(6-(4-pentanamidothiophen-2-yl)pyrazin-2-yl)benzamido)-1-methyl-1H-imidazole-2-carboxylate